but-2-yne-1-one C(C#CC)=O